ClC1=NC=2C=CC=CC2C=2N1N=C(N2)C2=NNC(=C2)C 5-chloro-2-(5-methyl-1H-pyrazol-3-yl)[1,2,4]triazolo[1,5-c]quinazoline